S1C=NC2=C1C=C(C=C2)\C=C\2/N=C(NC2=O)N[C@H]2[C@@H](CCC2)OC |r| (±)-(4Z)-4-(1,3-Benzothiazol-6-ylmethylene)-2-[[trans-2-methoxycyclopentyl]amino]-1H-imidazol-5-one